C1(CC1)[C@H]1[C@H](C2=CC=C(C=C2CC1)O)C1=CC=C(C=C1)N1CCCCC1 1-(4-((1S,2S)-2-Cyclopropyl-6-hydroxy-1,2,3,4-tetrahydronaphthalen-1-yl)phenyl)piperidine